C(C)OC(C)(C)[C@@]1(CN(CC1)C(C)(C)C=1C=NC(=CC1)C)CCC=1N=CC2=C(N1)C=NN2C (S)-5-(2-(3-(2-ethoxypropan-2-yl)-1-(2-(6-methylpyridin-3-yl)propan-2-yl)pyrrolidin-3-yl)ethyl)-1-methyl-1H-pyrazolo[4,3-d]pyrimidine